OC=1C=C2CC[C@@H]([C@@H](C2=CC1)C1=CC=C(OCCN2CCN(CC2)C2=CC=C3C(=NN(C3=C2)C)C2C(NC(CC2)=O)=O)C=C1)C1=CC=CC=C1 3-(6-(4-(2-(4-((1R,2S)-6-hydroxy-2-phenyl-1,2,3,4-tetrahydronaphthalen-1-yl)-phenoxy)ethyl)piperazin-1-yl)-1-methyl-1H-indazol-3-yl)piperidine-2,6-dione